COC([C@H](C[C@H]1C(NCC1)=O)N)=O (S)-2-amino-3-((S)-2-oxopyrrolidin-3-yl)propionic acid methyl ester